FC(CC=1C2=C(S(C1)=O)C(=CC=C2)N[C@@H]2[C@@H](CN(CC2)C)F)F 3-(2,2-difluoroethyl)-7-(((3R,4S)-3-fluoro-1-methylpiperidin-4-yl)amino)-1-oxidobenzo[b]thiophen